ClC1=C(C=CC=C1)C1=NOC(=C1CO[C@H]1C[C@H](NCC1)C)C1CC1 (2R,4R)-4-((3-(2-chlorophenyl)-5-cyclopropylisoxazol-4-yl)methoxy)-2-methylpiperidine